COC=1C(=NC(=NC1)C)NC1=NNC2=CC(=CC=C12)[C@@H]1C[C@@]12C(N(C1=CC=CC=C21)C)=O (1R,2S)-2-(3-((5-methoxy-2-methylpyrimidin-4-yl)amino)-1H-indazol-6-yl)-1'-methylspiro[cyclopropane-1,3'-indolin]-2'-one